ClC1=C(C=C(OCC(=O)N[C@@H]2CN[C@H](CC2)C=2OC(=NN2)OCCOC2CC2)C=C1)F 2-(4-chloro-3-fluorophenoxy)-N-[(3s,6r)-6-[5-(2-cyclopropyloxyethoxy)-1,3,4-oxadiazol-2-yl]piperidin-3-yl]acetamide